pentaerythritol dilauryl-thiopropionate C(CCCCCCCCCCC)C(C(=S)OCC(CO)(CO)CO)(C)CCCCCCCCCCCC